C(C)(C)(C)OC(=O)N1C(COCC1)C1=C(C=CC(=C1)Cl)CNC=1N=CNC1C(N)=O (2-(((5-carbamoyl-1H-imidazol-4-yl)amino)methyl)-5-chlorophenyl)morpholine-4-carboxylic acid tert-butyl ester